ClC1=CC=C(OC2=C(C=C(C=C2)[N+](=O)[O-])C=2C3=C(C(N(C2)C)=O)N(C=C3)S(=O)(=O)C3=CC=C(C)C=C3)C=C1 4-(2-(4-chlorophenoxy)-5-nitrophenyl)-6-methyl-1-tosyl-1,6-dihydro-7H-pyrrolo[2,3-c]pyridin-7-one